calcium-yttrium [Y].[Ca]